7-((R)-2,3-Dihydroxy-propoxy)-6,6-dimethyl-6H-benzo[b]naphtho[2,3-d]furan-11-one O[C@@H](COC1=C2C(C3=C(C4=C(O3)C=CC=C4)C(C2=CC=C1)=O)(C)C)CO